O=C1CC=C(C(=C1F)F)F 2-oxo-(3,4,5-trifluorobenzene)